C1(=CC=CC=C1)COC1=C(C=C(C=C1)O)CCC1=CC=CC=C1 4-(Phenylmethoxy)-3-phenethylphenol